BrC1=CC=CC(=N1)C#N 6-bromopyridine-2-carbonitrile